FC(OC1=CC(=C(C(=C1)C)C1=CC2=C(N=N1)N(C=C2C#N)C2CC(C2)(C)O)O)F 3-[4-(difluoromethoxy)-2-hydroxy-6-methylphenyl]-7-(cis-3-hydroxy-3-methylcyclobutyl)-7H-pyrrolo[2,3-c]pyridazine-5-carbonitrile